CC=1OC2=C(C1C(=O)O)C=C(C=C2)OCC2=NOC(=C2)C 2-methyl-5-((5-methylisoxazol-3-yl)methoxy)benzofuran-3-carboxylic acid